1-ethyl-3-(3-dimethylaminopropyl)-carbodiimide hydrochloride Cl.C(C)N=C=NCCCN(C)C